4-(9-ethyl-2,8-di(1H-pyrazol-1-yl)-9H-purin-6-yl)morpholine C(C)N1C2=NC(=NC(=C2N=C1N1N=CC=C1)N1CCOCC1)N1N=CC=C1